4-chloro-1-nitro-2-(phenylethynyl)benzene ClC1=CC(=C(C=C1)[N+](=O)[O-])C#CC1=CC=CC=C1